C1(CC1)N1C(=NC2=C(C=C(C=C2C1=O)F)[C@@H](C)NC1=C(C(=O)O)C=C(C=C1)F)C1COCCC1 2-[[(1R)-1-(3-cyclopropyl-6-fluoro-4-oxo-2-tetrahydropyran-3-yl-quinazolin-8-yl)ethyl]amino]-5-fluoro-benzoic acid